NC=1C=2N(C=C(N1)C)C(=NC2C2=CC(=NC(=C2)C)NC(C(O)C2=CC(=CC=C2)F)=O)C([2H])([2H])[2H] N-[4-[8-amino-6-methyl-3-(trideuteriomethyl)imidazo[1,5-a]pyrazin-1-yl]-6-methyl-2-pyridyl]-2-(3-fluorophenyl)-2-hydroxy-acetamide